bisisodecyl diphosphite O(P(OCCCCCCCC(C)C)OP([O-])[O-])CCCCCCCC(C)C